FC=1C=C(C=CC1N1CCC(CC1)CN1CCCC1)C1(NNC(=N1)N)N 3-(3-fluoro-4-(4-(pyrrolidinylmethyl)piperidinyl)phenyl)-1H-1,2,4-triazole-3,5-diamine